tert-butyl (R)-3-(((1H-1,2,3-triazol-5-yl) methoxy) methyl)-4-(3-fluoro-4-(trifluoromethoxy) benzyl)piperazine-1-carboxylate N1N=NC=C1COC[C@H]1CN(CCN1CC1=CC(=C(C=C1)OC(F)(F)F)F)C(=O)OC(C)(C)C